(7-phenylethyl-5,6,7,8-tetrahydro-1,6-naphthyridin-2-yl)Phosphonic Acid Hydrochloride Cl.C1(=CC=CC=C1)CCC1NCC=2C=CC(=NC2C1)P(O)(O)=O